FC=1C(=C(C=CC1F)[C@@H]1[C@H](O[C@]([C@H]1C)(C(F)(F)F)C)C(=O)NC1=C(C(=NC=C1)C(=O)N)F)OC 4-[[(2S,3R,4S,5R)-3-(3,4-Difluoro-2-methoxy-phenyl)-4,5-dimethyl-5-(trifluoromethyl)tetrahydrofuran-2-carbonyl]amino]-3-fluoro-pyridin-2-carboxamid